O=C1NC(CCC1N1C(C2=CC=CC(=C2C1=O)NCCNC(OCC1=CC=CC=C1)=O)=O)=O Benzyl (2-((2-(2,6-dioxopiperidin-3-yl)-1,3-dioxoisoindolin-4-yl)amino) ethyl)carbamate